2-((3,5-dicyano-4-cyclopropyl-6-(1,4-diazepan-1-yl)pyridin-2-yl)thio)-2-benzeneAcetamide C(#N)C=1C(=NC(=C(C1C1CC1)C#N)N1CCNCCC1)SC1(CC=CC=C1)CC(=O)N